CCCCCCCCCC/C=C/C(CC(=O)O)C(=O)O Dodecenyl succinate